N-(4-(4-((2-(2-methoxyethoxy)ethoxy)methyl)-1H-1,2,3-triazol-1-yl)benzyl)methacrylamide COCCOCCOCC=1N=NN(C1)C1=CC=C(CNC(C(=C)C)=O)C=C1